N,N'-m-PhenyleneBismaleimide C1(=CC(=CC=C1)N1C(C=CC1=O)=O)N1C(C=CC1=O)=O